C(C=C)OC1=C(C(=O)NN)C=C(C(=C1)C(=O)NN)OCC=C 2,5-bis(allyloxy)terephthalhydrazide